3-METHOXY-5-(TRIFLUOROMETHYL)BENZENEBORONIC ACID COC=1C=C(C=C(C1)C(F)(F)F)B(O)O